N-(4-butylpyridin-2-yl)-4-(pyridin-2-yl)thiazol-2-amine C(CCC)C1=CC(=NC=C1)NC=1SC=C(N1)C1=NC=CC=C1